N-lauroyl-O-palmitoyl-serine sodium [Na].C(CCCCCCCCCCC)(=O)N[C@@H](COC(CCCCCCCCCCCCCCC)=O)C(=O)O